2-(4-(4-methylaminoformyloxycyclohexylmethyl)piperazin-1-yl)-6-(trifluoromethyl)-8-nitro-benzothiopyran-4-one CNC(=O)OC1CCC(CC1)CN1CCN(CC1)C=1SC2=C(C(C1)=O)C=C(C=C2[N+](=O)[O-])C(F)(F)F